C(C)(C)(C)OC(=O)C1=C(C(=O)O)C=CC=C1 2-(t-butoxycarbonyl)benzoic acid